The molecule is a 1-acyl-2-octadecanoyl-sn-glycero-3-phosphate(2-) in which the 1-acyl group is specified as hexadecanoyl (palmitoyl); major species at pH 7.3. It is a conjugate base of a 1-hexadecanoyl-2-octadecanoyl-sn-glycero-3-phosphate. CCCCCCCCCCCCCCCCCC(=O)O[C@H](COC(=O)CCCCCCCCCCCCCCC)COP(=O)([O-])[O-]